5-(5-(5-fluoro-6-methylpyridin-3-yl)-1-propionyl-4,5-dihydro-1H-pyrazol-3-yl)-4-methylthieno[2,3-b]pyridin-6(7H)-one FC=1C=C(C=NC1C)C1CC(=NN1C(CC)=O)C1=C(C2=C(NC1=O)SC=C2)C